1-(6-bromopyridin-2-yl)cyclobutan-1-ol BrC1=CC=CC(=N1)C1(CCC1)O